(3-(hydroxyimino)-1-phenylbutyl)(p-tolyl)phosphinic acid ON=C(CC(C1=CC=CC=C1)P(O)(=O)C1=CC=C(C=C1)C)C